4-hydroxy-5-(2-hydroxyacetamido)-2-((6-((2-((2-methoxyethyl)amino)-3,4-dioxocyclobut-1-en-1-yl)amino)hexyl)oxy)tetrahydro-2H-pyran-2-carboxylic acid OC1CC(OCC1NC(CO)=O)(C(=O)O)OCCCCCCNC1=C(C(C1=O)=O)NCCOC